[N+](=O)([O-])C1=CC=C(C=C1)CCC1=CC=CC=C1 1-(4-Nitrophenyl)-2-phenylethane